CC1=NN(C=C1NC1=NC=C(C(=N1)NCCCN1C(CC1)=O)C#N)C1CC2CCC(C1)N2C 2-((3-methyl-1-(8-methyl-8-azabicyclo[3.2.1]octan-3-yl)-1H-pyrazol-4-yl)amino)-4-((3-(2-oxoazetidin-1-yl)propyl)amino)pyrimidine-5-carbonitrile